(2S,3S)-4-benzyl-3-(methoxymethyl)-2-methylmorpholine C(C1=CC=CC=C1)N1[C@H]([C@@H](OCC1)C)COC